C(C)(C)N1N=C(C2=NC(=CC(=C21)NCC2=CN=C(S2)C)C=2C(=NC=CC2)OC)C 1-isopropyl-5-(2-methoxy-3-pyridinyl)-3-methyl-N-[(2-methylthiazol-5-yl)methyl]pyrazolo[4,3-b]pyridin-7-amine